C(C1=CC=CC=C1)NC(=O)N([C@@H]1CC[C@H](CC1)NC1=NC=C(C(=N1)C=1NC2=CC(=CC=C2C1)C(=O)OC)C#N)C1=NC=C(C=C1)C=1C=NN(C1)C methyl 2-(2-((trans-4-((benzylcarbamoyl)(5-(1-methyl-1H-pyrazol-4-yl)pyridin-2-yl)amino)cyclohexyl)amino)-5-cyanopyrimidin-4-yl)-1H-indole-6-carboxylate